NC1=CC(=C(C=C1)O)CN1CCN(CC1)CC(OC)OC 4-Amino-2-((4-(2,2-dimethoxyethyl)piperazin-1-yl)methyl)phenol